4-trifluoromethyl-benzyl-amine hydrochloride Cl.FC(C1=CC=C(CN)C=C1)(F)F